C(C)OC(CCCCCCCCC/C=C/CCO)OCC (3E)-14,14-diethoxy-3-tetradecen-1-ol